(R)-2-(3-((4-(2-hydroxy-4-(trifluoromethyl)phenyl)-6,7-dihydro-5H-cyclopenta[d]pyridazin-1-yl)amino)piperidin-1-yl)acetamide OC1=C(C=CC(=C1)C(F)(F)F)C=1C2=C(C(=NN1)N[C@H]1CN(CCC1)CC(=O)N)CCC2